5-[(3S)-3-ethylpyrrolidin-1-yl]-6-methylpyrazine-2-carboxamide C(C)[C@@H]1CN(CC1)C=1N=CC(=NC1C)C(=O)N